C1(=CC=CC=C1)C1=NN(C=N1)[C@H](C(=O)O)CCNC(CCCCC1=NC=2NCCCC2C=C1)=O |o1:11| (S or R)-2-(3-phenyl-1,2,4-triazol-1-yl)-4-[5-(5,6,7,8-tetrahydro-1,8-naphthyridin-2-yl)pentanoylamino]butanoic acid